C(C)(C)(C)OC(=O)NC[C@@H](COC1=C(C(=O)OC)C=C(C=C1)F)C methyl (S)-2-(3-((t-butoxycarbonyl) amino)-2-methylpropyloxy)-5-fluorobenzoate